9-chloro-3-(4-isopropylphenyl)sulfonyl-4H-triazolo[1,5-a]quinazolin-5-one ClC=1C=CC=C2C(NC=3N(C12)N=NC3S(=O)(=O)C3=CC=C(C=C3)C(C)C)=O